phenyluridine C1(=CC=CC=C1)[C@@]1([C@H](O)[C@H](O)[C@@H](CO)O1)N1C(=O)NC(=O)C=C1